3-(1H-benzo[d]imidazol-2-yl)-N-(4-(6-methoxypyridazin-3-yl)phenyl)aniline N1C(=NC2=C1C=CC=C2)C=2C=C(NC1=CC=C(C=C1)C=1N=NC(=CC1)OC)C=CC2